ClC=1C=C(C=C(C1)OC)C1=CC=2N(C[C@H]3N(C2N=C1)CCN(C3)C(CCC(=O)O)=O)S(=O)(=O)C3=CC(=CC=C3)C(F)(F)F (S)-4-(3-(3-chloro-5-methoxyphenyl)-5-(3-(trifluoromethyl)phenylsulfonyl)-6a,7,9,10-tetrahydro-5H-pyrazino[1,2-a]pyrido[3,2-e]pyrazin-8(6H)-yl)-4-oxobutanoic acid